(R)-1-(6-Fluoro-3-(2-methyl-4-(methylsulfonyl)piperazine-1-carbonyl)quinolin-4-yl)-4-methylpiperidine-4-carbonitrile FC=1C=C2C(=C(C=NC2=CC1)C(=O)N1[C@@H](CN(CC1)S(=O)(=O)C)C)N1CCC(CC1)(C#N)C